3-(piperazine-1-yl)azetidine-1-carboxylic acid benzyl ester C(C1=CC=CC=C1)OC(=O)N1CC(C1)N1CCNCC1